2-((7-chloro-1,2,3,4-tetrahydro-9H-carbazol-9-yl)methyl)benzoic acid ClC1=CC=C2C=3CCCCC3N(C2=C1)CC1=C(C(=O)O)C=CC=C1